methyl (E)-3-fluoro-4-((2-(2-fluoroisonicotinoyl)-2-methylhydrazineylidene)methyl)benzoate FC=1C=C(C(=O)OC)C=CC1/C=N/N(C)C(C1=CC(=NC=C1)F)=O